4-[2-[7-[5-methyl-1-[4-(trifluoromethoxy)phenyl]pyrazol-3-yl]-4,7-diazaspiro[2.5]octan-4-yl]ethyl]morpholine CC1=CC(=NN1C1=CC=C(C=C1)OC(F)(F)F)N1CCN(C2(CC2)C1)CCN1CCOCC1